NC1=C(C2=C(S1)C(=CC=C2C2=C1C=C(N3C1=C(C=C2F)C(N2C(CC3)CNCC2)=O)C)F)C#N 2-Amino-7-fluoro-4-(2-fluoro-5-methyl-14-oxo-8,8a,9,10,11,12-hexahydro-7H,14H-pyrazino[1',2':5,6][1,5]diazocino[3,2,1-hi]indol-3-yl)benzo[b]thiophene-3-carbonitrile